(3-bromo-1-((1r,3r)-3-(methoxymethyl)cyclobutyl)-1H-pyrrolo[2,3-c]pyridine-5-yl)acetamide BrC1=CN(C2=CN=C(C=C21)CC(=O)N)C2CC(C2)COC